N-(3-Cyano-4-fluoro-1H-indol-7-yl)-1-(2-hydroxy-2-methyl-propyl)pyrazol-4-sulfonamid C(#N)C1=CNC2=C(C=CC(=C12)F)NS(=O)(=O)C=1C=NN(C1)CC(C)(C)O